N=1N(N=C2C=NC=CC21)C2=C(C=C(C=N2)NC(=O)C=2C=NN(C2C(F)(F)F)C2=C1C=CC=NC1=CC=C2)Cl N-(6-(2H-[1,2,3]Triazolo[4,5-c]pyridin-2-yl)-5-chloropyridin-3-yl)-1-(chinolin-5-yl)-5-(trifluoromethyl)-1H-pyrazol-4-carboxamid